tert-butyl 3-[8-(2,3-dichloro-6-methoxyphenyl)-1,4-dioxo-octahydro-1H-pyrido[1,2-a]pyrazin-2-yl]azetidine-1-carboxylate ClC1=C(C(=CC=C1Cl)OC)C1CC2N(C(CN(C2=O)C2CN(C2)C(=O)OC(C)(C)C)=O)CC1